3-carboxymethylamino-4-methoxybenzyl sulfone C(=O)(O)CNC=1C=C(CS(=O)(=O)CC2=CC(=C(C=C2)OC)NCC(=O)O)C=CC1OC